C(C)[C@]1(CN2C(O1)=C(C=N2)[S@](=O)(N)=NC(NC2=C1C[C@H](CC1=CC=1CCCC21)F)=O)C (S,2S)-2-ethyl-N'-(((S)-2-fluoro-1,2,3,5,6,7-hexahydro-s-indacen-4-yl)carbamoyl)-2-methyl-2,3-dihydropyrazolo[5,1-b]oxazole-7-sulfonimidamide